NC=1C=2N(C(=CN1)F)C(=NC2Br)[C@H]2CN1C(C(C[C@@H]1CC2)(C)C)=O (6R,8aS)-6-(8-amino-1-bromo-5-fluoroimidazo[1,5-a]pyrazin-3-yl)-2,2-dimethylhexahydroindolizin-3(2H)-one